FCCCOC=1C=C(C=CC1C(=O)NC1=CC(=C(C=C1)O)NS(=O)(=O)C)C1=CC=C(C=C1)C(F)(F)F 3-(3-Fluoropropoxy)-N-(4-hydroxy-3-(methylsulfonylamino)phenyl)-4'-(trifluoromethyl)-[1,1'-biphenyl]-4-carboxamide